N1C=CC2=CC(=CC=C12)S(=O)(=O)N1N=C(C=C1)C(=O)NC1=CC=C(C=C1)C(C)CC 1-((1H-indol-5-yl)sulfonyl)-N-(4-(sec-butyl)phenyl)-1H-pyrazole-3-carboxamide